OC1CC2(C1)CCN(CC2)C2=CC1=C(CC(O1)(C)C)C=C2NC(=O)C=2C=NN1C2N=CC=C1 N-[6-(2-hydroxy-7-azaspiro[3.5]nonan-7-yl)-2,2-dimethyl-3H-benzofuran-5-yl]pyrazolo[1,5-a]pyrimidine-3-carboxamide